O1COC2=C1C=CC(=C2)N(C(=O)C=2C=C(C=CC2)N2N=C(C(=C2)Cl)C)C 2-[3-[1,3-benzodioxol-5-yl(methyl)carbamoyl]phenyl]-4-chloro-5-methyl-pyrazole